BrC=1C=C2C(=C(C=NC2=CC1)[N+](=O)[O-])C1(CCCCC1)C(=O)OC Methyl 1-(6-bromo-3-nitroquinolin-4-yl)cyclohexane-1-carboxylate